4-fluoro-2,3-dihydro-1H-indole FC1=C2CCNC2=CC=C1